8,8'-((5-Hydroxypentyl)Azanediyl)Bis(N,N-Didecyloctanamide) OCCCCCN(CCCCCCCC(=O)N(CCCCCCCCCC)CCCCCCCCCC)CCCCCCCC(=O)N(CCCCCCCCCC)CCCCCCCCCC